[Si](OCCCCCCCC)(OCCCCCCCC)(OCCCCCCCC)OCCCCCCCC tetraoctyl orthosilicate